N[C@@H](CCSC)C(=[Se])O |r| seleno-DL-methionine